CC(C)(OCCN(CCC(C(=O)O)NC(=O)C=1C=NC=CC1C(F)(F)F)CCCCC1=NC=2NCCCC2C=C1)C 4-[2-(1,1-dimethylethoxy)ethyl-[4-(5,6,7,8-tetrahydro-1,8-naphthyridin-2-yl)butyl]amino]-2-[[4-(trifluoromethyl)pyridine-3-carbonyl]amino]butanoic acid